4-[(4R)-7-chloro-10-[3-(4-chloro-3,5-dimethyl-phenoxy)propyl]-6-(4,6-dimethylpyrimidin-5-yl)-4-methyl-1-oxo-3,4-dihydropyrazino[1,2-a]indol-2-yl]-1-methyl-indole-3-carboxylic Acid ClC=1C=CC=2C(=C3N(C2C1C=1C(=NC=NC1C)C)[C@@H](CN(C3=O)C3=C1C(=CN(C1=CC=C3)C)C(=O)O)C)CCCOC3=CC(=C(C(=C3)C)Cl)C